3-[2-[[(+/-)-exo-7-azabicyclo[2.2.1]heptan-2-yl]amino]-5-(trifluoromethyl)pyrimidin-4-yl]-1H-indole-6-carbonitrile C12C(CC(CC1)N2)NC2=NC=C(C(=N2)C2=CNC1=CC(=CC=C21)C#N)C(F)(F)F